Methyl-3-{[(2RS)-2-{[4-bromo-1-(2-fluorophenyl)-5-(6-fluoropyridin-3-yl)-1H-pyrazol-3-yl]oxy}-2-ethoxyethanoyl]oxy}propanoate COC(CCOC([C@H](OCC)OC1=NN(C(=C1Br)C=1C=NC(=CC1)F)C1=C(C=CC=C1)F)=O)=O |r|